Tert-Butyl (R)-2-(6-oxo-5-((1-(4-phenyloxazol-2-yl)ethyl)amino)-2-(piperidin-1-yl)pyrimidin-1(6H)-yl)acetate O=C1C(=CN=C(N1CC(=O)OC(C)(C)C)N1CCCCC1)N[C@H](C)C=1OC=C(N1)C1=CC=CC=C1